FC1=C(C(=CC(=C1)C#CC=1C=NC=C(C1)F)F)NS(=O)(=O)C1=C(C(=CC=C1)F)C N-[2,6-difluoro-4-[2-(5-fluoro-3-pyridinyl)ethynyl]phenyl]-3-fluoro-2-methyl-benzenesulfonamide